O1[C@@H](COCC1)CNC(=O)C1=C(C2=C(CCC3=CN(N=C23)CC2=NC=C(C=C2)C)O1)C N-[(2R)-1,4-Dioxan-2-ylmethyl]-8-methyl-2-[(5-methylpyridin-2-yl)methyl]-4,5-dihydro-2H-furo[2,3-g]indazol-7-carboxamid